C(C)(C)(C)OC(=O)NC=1SC(=C(N1)/C(/C(=O)O)=N/OC1(CC1)C(=O)OC(C)(C)C)Cl (2Z)-{2-[(tert-butoxycarbonyl)amino]-5-chloro-1,3-thiazol-4-yl}({[1-(tert-butoxycarbonyl)cyclopropyl]oxy}imino)acetic acid